ClC=1N=C(C2=C(N1)CCN(C2)C(=O)[O-])OC2=NC=1C=CC3=C(C1N=C2)C2=C(S3)C(NC(CN2)C)=O chloro-4-((10-methyl-8-oxo-9,10,11,12-tetrahydro-8H-[1,4]diazepino[5',6':4,5]thieno[3,2-f]quinoxalin-3-yl)oxy)-7,8-dihydropyrido[4,3-d]pyrimidine-6(5H)-carboxylate